7-(1-(adamantan-1-ylmethyl)-5-methyl-1H-pyrazol-4-yl)-3-iodoimidazo[1,2-a]pyridine-8-carboxylic acid methyl ester COC(=O)C=1C=2N(C=CC1C=1C=NN(C1C)CC13CC4CC(CC(C1)C4)C3)C(=CN2)I